(S)-tert-butyl 3-(4-(4-(2-(2-(benzo[d]oxazole-2-carbonyl)pyrrolidin-1-yl)-2-oxoethylcarbamoyl)quinolin-6-yl)phenylsulfonyl)propylcarbamate O1C(=NC2=C1C=CC=C2)C(=O)[C@H]2N(CCC2)C(CNC(=O)C2=CC=NC1=CC=C(C=C21)C2=CC=C(C=C2)S(=O)(=O)CCCNC(OC(C)(C)C)=O)=O